COC1=C2C=NC(=NC2=CC=C1)C 5-methoxy-2-methylquinazolin